BrC=1C2C(C=C(C1)Br)(C1=CC(=CC(=C1)Br)Br)S2 3,3',5,5'-tetrabromobiphenyl sulfide